CC(C(CCC(=O)ON1C(CCC1=O)=O)SC1=NC=CC=C1)C 2,5-dioxopyrrolidin-1-yl 5-methyl-4-(pyridin-2-ylthio)hexanoate